[Cu].ClC1=C(C=C(OCC(=O)NC23CC(C2)(C3)C=3OC(=NN3)OC3=CC(=CC=C3)C#N)C=C1)F 2-(4-chloro-3-fluorophenoxy)-N-{3-[5-(3-cyanophenoxy)-1,3,4-oxadiazol-2-yl]bicyclo[1.1.1]pentan-1-yl}acetamide copper